1-(5-(4-amino-7-cyclobutyl-7H-pyrrolo[2,3-d]pyrimidin-5-yl)imidazo[1,2-a]pyridin-8-yl)-3-(4-((4-methylpiperazin-1-yl)methyl)-3-(trifluorometh-yl)phenyl)urea NC=1C2=C(N=CN1)N(C=C2C2=CC=C(C=1N2C=CN1)NC(=O)NC1=CC(=C(C=C1)CN1CCN(CC1)C)C(F)(F)F)C1CCC1